C(C)(=O)N[C@H](C(=O)NC)CS (2R)-2-(acetylamino)-3-mercapto-N-methylpropanamide